4-[(4,6-dichloro-3-quinolinyl)methyl]thiomorpholine ClC1=C(C=NC2=CC=C(C=C12)Cl)CN1CCSCC1